CC1=C(C(=O)[P])C(=CC(=C1)C)C 2,4,6-trimethyl-benzoyl-phosphorus